[Al].[La].[Zr].ClC1=C(C=CC=C1)CC(=O)NC1=CC(=C(C=C1)C1=CC=NC=C1)S(N)(=O)=O 2-(2-Chlorophenyl)-N-[4-(pyridin-4-yl)-3-sulfamoylphenyl]acetamide zirconium lanthanum-aluminum